(S)-N-((2,3-dichloropyridin-4-yl)methylene)-2-methylpropan-2-sulfinamide ClC1=NC=CC(=C1Cl)C=N[S@@](=O)C(C)(C)C